N-(2,6-difluoro-4-(((8-isopropyl-2-((tetrahydro-2H-pyran-4-yl)amino)pyrazolo[1,5-a][1,3,5]triazin-4-yl)amino)methyl)phenyl)propanamide FC1=C(C(=CC(=C1)CNC1=NC(=NC=2N1N=CC2C(C)C)NC2CCOCC2)F)NC(CC)=O